sinapoyl mono-tartrate C(=O)(OC(\C=C\C1=CC(OC)=C(O)C(OC)=C1)=O)C(O)C(O)C(=O)[O-]